methylbicyclo[3.1.0]hexane-1-carboxylate COC(=O)C12CCCC2C1